ClC1=NC=C(C(=C1)C=1C(=NN(C1)COCC[Si](C)(C)C)C(=O)O)F (2-chloro-5-fluoropyridin-4-yl)-1-{[2-(trimethylsilyl)ethoxy]methyl}pyrazole-3-carboxylic acid